2-bromo-4-methyl-3-nitro-phenol BrC1=C(C=CC(=C1[N+](=O)[O-])C)O